C(#CC)C1=C2C=NN(C2=C(C=C1)C(=O)O)[C@H](C)C1=CC=C(C=C1)N1CCCC1 (R)-4-(propan-1-yn-1-yl)-1-(1-(4-(pyrrolidin-1-yl)phenyl)ethyl)-1H-indazole-7-carboxylic acid